Ethyl N-[2-(methanesulfonyl)-7-(trifluoromethyl)imidazo[2,1-f][1,2,4]triazin-4-yl]glycinate CS(=O)(=O)C1=NN2C(C(=N1)NCC(=O)OCC)=NC=C2C(F)(F)F